1-(5-(2,2,2-trifluoroethyl)pyridin-2-yl)piperazine hydrochloride Cl.FC(CC=1C=CC(=NC1)N1CCNCC1)(F)F